O(N)CCNC(O)=O (2-aminoxyethyl)carbamic acid